ClC=1C=C(N)C=C(C1)C1OCCO1 3-chloro-5-(1,3-dioxolan-2-yl)aniline